Methyl 3-[4-fluoro-5-(2-methyl-1,3-dioxolane-2-yl) thiophen-2-yl]-3-(3-{[(4-methoxybenzyl) oxy] methyl}-4-Methylphenyl)-2-Methylpropanoate FC=1C=C(SC1C1(OCCO1)C)C(C(C(=O)OC)C)C1=CC(=C(C=C1)C)COCC1=CC=C(C=C1)OC